((4-(4-butylphenyl)oxazol-2-yl)methyl)acrylic acid C(CCC)C1=CC=C(C=C1)C=1N=C(OC1)CC(C(=O)O)=C